C(C)N1CCN(CC1)CC1=C(C=C(C=C1)NC(=O)NC1=C(C=C(C=C1)C=1C=NN2C1C(=CC(=C2)C=2C=NN(C2)C)C2=NC=CN=C2)F)C(F)(F)F 1-(4-((4-ethylpiperazin-1-yl)methyl)-3-(trifluoromethyl)phenyl)-3-(2-fluoro-4-(6-(1-methyl-1H-pyrazol-4-yl)-4-(pyrazin-2-yl)pyrazolo[1,5-a]pyridin-3-yl)phenyl)urea